C1(CCCCC1)CC(C(NC(C=O)CC1C(NCC1)=O)=O)NC(OC(C(C)(C)C1=CC(=CC=C1)Cl)C1=CC=C(C=C1)F)=O 2-(3-chlorophenyl)-1-(4-fluorophenyl)-2-methylpropyl (3-cyclohexyl-1-oxo-1-((1-oxo-3-(2-oxopyrrolidin-3-yl)propan-2-yl)amino)propan-2-yl)carbamate